ClC1=CC=C(C=C1)C(C(F)F)NS(=O)(=O)C=1C=NC=C(C1)C#N N-(1-(4-chlorophenyl)-2,2-difluoroethyl)-5-cyanopyridine-3-sulfonamide